4-((1S,2R,4R)-bicyclo[2.2.1]hept-2-yl)-6-(2,4-dioxo-1,2,3,4-tetrahydropyrimidin-5-yl)pyridazine-3-carbonitrile [C@H]12[C@@H](C[C@H](CC1)C2)C2=C(N=NC(=C2)C=2C(NC(NC2)=O)=O)C#N